2-(2-iminoimidazolidin-1-yl)-3-methylbutanoic acid N=C1N(CCN1)C(C(=O)O)C(C)C